NC1=C(C(=O)NC23CCC(CC2)(CC3)O)C=C(C=N1)C=1C=C3C=NN(C3=CC1)C1CN(CC1)C1CCOCC1 2-amino-N-(4-hydroxy-bicyclo[2.2.2]oct-1-yl)-5-(1-(1-(tetrahydro-2H-pyran-4-yl)pyrrolidin-3-yl)-1H-indazol-5-yl)nicotinamide